trans-2-((4-(4-(4-chlorophenyl)-5-ethoxy-4H-1,2,4-triazol-3-yl)cyclohexyl)oxy)pyridine ClC1=CC=C(C=C1)N1C(=NN=C1OCC)[C@@H]1CC[C@H](CC1)OC1=NC=CC=C1